C1COOCC1 3,4-dioxan